C(C=C)(=O)[O-].[NH4+] ammonium acrylate